C[Si](C)(C)C#CC=1C=C(C=O)C=CC1 3-((trimethylsilyl)ethynyl)benzaldehyde